3,7-bis(diethylamino)phenoxazin-5-ium C(C)N(C=1C=CC2=NC3=CC=C(C=C3[O+]=C2C1)N(CC)CC)CC